NC=1N(C(C=2C=C(C=NC2C1C(=O)OCC)N1CCN(CC1)C)=O)C1=C(C(=CC=C1C)OC)C ethyl 7-amino-6-(3-methoxy-2,6-dimethylphenyl)-3-(4-methylpiperazine-1-yl)-5-oxo-5,6-dihydro-1,6-naphthyridine-8-carboxylate